C(C)(C)(C)OC(=O)N1C[C@@H]2C(N3C[C@H](OC=4N=C5C(=C(C(=CC5=C(C34)N2C[C@H]1C)Cl)Br)F)CN=[N+]=[N-])=C=O (2R,4aR,7S)-tert-butyl-7-(azidomethyl)-11-bromo-12-chloro-10-fluoro-2-methyl-5-carbonyl-1,2,4a,5,6,7-hexahydro-8-oxa-3,5a,9,13c-tetraazanaphtho[3,2,1-de]anthracene-3(4H)-carboxylate